OCC1=C(C=C(C=2N1C=CN2)C2=CC=C(C=C2)OC(F)(F)F)CNC(C=C)=O N-((5-(hydroxymethyl)-8-(4-(trifluoromethoxy)phenyl)imidazo[1,2-a]pyridin-6-yl)methyl)acrylamide